palladium gold [Au].[Pd]